4-{[6-(5-chloro-2-fluorophenyl)-2H,3H,4H-pyrido[3,2-b][1,4]oxazin-8-yl]amino}pyridine-3-carboxylate ClC=1C=CC(=C(C1)C=1C=C(C=2OCCNC2N1)NC1=C(C=NC=C1)C(=O)[O-])F